C(C1=CC=CC=C1)SC=1SC(=CC1)S(=O)(=O)C1CC1 benzylsulfanyl-5-cyclopropylsulfonyl-thiophene